C(=O)(O)C=1C=C(C=CC1C(=O)O)C(C)CC1=CC(=C(C=C1)C(=O)O)C(=O)O 2,3-Bis(3,4-dicarboxyphenyl)propan